FC1=CC=C(CC2CCN(CC2)C(CCN2C=NC=3C4=C(CCC3C2=O)C=CC(=C4)C)=O)C=C1 3-(3-(4-(4-fluorobenzyl)piperidin-1-yl)-3-oxopropyl)-9-methyl-5,6-dihydrobenzo[H]quinazolin-4(3H)-one